COC=1N=CC(=NC1)C=1SC=C(N1)CO (2-(5-Methoxypyrazin-2-yl)thiazol-4-yl)methanol